4-((4-pentylphenyl)ethynyl)phenylacetylene undecyl-1-methylpiperidine-4-carboxylate C(CCCCCCCCCC)OC(=O)C1CCN(CC1)C.C(CCCC)C1=CC=C(C=C1)C#CC1=CC=C(C=C1)C#C